(S)-2-amino-3-(4-(5-(3'-hydroxy-6-methoxybiphenyl-3-yl)-1,2,4-oxadiazol-3-yl)phenyl)propanoic acid hydrochloride Cl.N[C@H](C(=O)O)CC1=CC=C(C=C1)C1=NOC(=N1)C=1C=C(C(=CC1)OC)C1=CC(=CC=C1)O